tert-Butyl (9-(((S)-1-((2S,4R)-4-hydroxy-2-((4-(4-methylthiazol-5-yl)benzyl)carbamoyl)pyrrolidin-1-yl)-3,3-dimethyl-1-oxobutan-2-yl)amino)-9-oxononyl)carbamate O[C@@H]1C[C@H](N(C1)C([C@H](C(C)(C)C)NC(CCCCCCCCNC(OC(C)(C)C)=O)=O)=O)C(NCC1=CC=C(C=C1)C1=C(N=CS1)C)=O